tert-butyl 4-(2-((3-(dimethylamino)phenyl)amino)-6-phenylpyrimidin-4-yl)piperidine-1-carboxylate CN(C=1C=C(C=CC1)NC1=NC(=CC(=N1)C1CCN(CC1)C(=O)OC(C)(C)C)C1=CC=CC=C1)C